C=C(C)N1N=C(C2=CC=CC=C12)N (prop-1-en-2-yl)-1H-indazol-3-amine